2-((2R,6S)-2,6-bis(3-methylpyridin-2-yl)piperidin-1-yl)ethanamine CC=1C(=NC=CC1)[C@@H]1N([C@@H](CCC1)C1=NC=CC=C1C)CCN